FC(N1N=C(C(=C1C)C=1C=NN2C1C=C(C=C2)C2=CC(=CO2)C(=O)O)C)F 5-[3-[1-(difluoromethyl)-3,5-dimethyl-pyrazol-4-yl]pyrazolo[1,5-a]pyridin-5-yl]furan-3-carboxylic acid